5-tert-butyl 3-ethyl 4,6,7,8-tetrahydropyrazolo[4,3-c]azepine-3,5(1H)-dicarboxylate N1N=C(C=2CN(CCCC21)C(=O)OC(C)(C)C)C(=O)OCC